FC1=C(COC2=CC=CC(=N2)C2CCN(CC2)C(=O)[O-])C=CC(=C1)C(=O)C1CCOCC1 4-(6-((2-fluoro-4-(tetrahydro-2H-pyran-4-carbonyl)benzyl)oxy) pyridin-2-yl)piperidine-1-carboxylate